FC1=C(C=CC=C1)N1N=NC(=C1)CN1C=C(C2=C1N=CN=C2N=CN(C)C)I N'-(7-((1-(2-fluorophenyl)-1H-1,2,3-triazol-4-yl)methyl)-5-iodo-7H-pyrrolo[2,3-d]pyrimidin-4-yl)-N,N-dimethylformimidamide